2-(propylsulfonyl)-4-(thiophen-2-yl)-6-(trifluoromethyl)pyrimidine C(CC)S(=O)(=O)C1=NC(=CC(=N1)C=1SC=CC1)C(F)(F)F